(2S)-2-[(tert-Butoxycarbonyl)amino]-3-[4-(pyridine-2-carboxamido)phenyl]propanamide C(C)(C)(C)OC(=O)N[C@H](C(=O)N)CC1=CC=C(C=C1)NC(=O)C1=NC=CC=C1